(1,2,4)thiadiazole-3,5-dithiol S1N=C(N=C1S)S